CNC(C)C1=CC=C(C#N)C=C1 4-(1-(methylamino)ethyl)benzonitrile